F[C@@H]1CNC(OCC2=CC=CC(C3=NN(C=4C=CC(OC1)=CC34)C3OCCCC3)=C2)=O (12R)-12-fluoro-19-(oxan-2-yl)-8,14-dioxa-10,19,20-triazatetracyclo[13.5.2.12,6.018,21]tricosa-1(20),2(23),3,5,15(22),16,18(21)-heptaen-9-one